(R)-6-(2-(Ethyl(4-(2-(ethylamino)ethyl)benzyl)amino)-4-methoxyphenyl)-5,6,7,8-tetrahydronaphthalene-2-carboxylic acid C(C)N(C1=C(C=CC(=C1)OC)[C@H]1CC=2C=CC(=CC2CC1)C(=O)O)CC1=CC=C(C=C1)CCNCC